FC=1C(=C(OC2=NC=C(C(=C2C=2NC3=CC=NC(=C3C(C2)=O)OC2CC(C2)OC)C)C(F)(F)F)C=CC1F)C 2-[2-(3,4-difluoro-2-methyl-phenoxy)-4-methyl-5-(trifluoromethyl)-3-pyridyl]-5-(3-methoxycyclobutoxy)-1H-1,6-naphthyridin-4-one